FC=1C=C(C(=O)C2=CC=CC=C2)C=C(C1)F 3,5-difluorobenzophenone